3-(1-(2-(dimethylamino)ethyl)-1H-pyrazol-4-yl)-7,8-dihydro-1,6-naphthyridin CN(CCN1N=CC(=C1)C=1C=NC=2CCN=CC2C1)C